ClC=1C=C(C=CC1)C1(CC1)C=1NC(C2=C(N1)CCN(C2)C(C(C=2C=C(C=CC2)C2=CC(=CC=C2)OC(F)(F)F)O)=O)=O 2-(1-(3-chlorophenyl)cyclopropyl)-6-(2-hydroxy-2-(3'-(trifluoromethoxy)-[1,1'-biphenyl]-3-yl)acetyl)-5,6,7,8-tetrahydropyrido[4,3-d]pyrimidin-4(3H)-one